N7-indan-2-yl-2-(methylaminomethyl)pyrazolo[1,5-a]pyrimidine-3,7-dicarboxamide C1C(CC2=CC=CC=C12)NC(=O)C1=CC=NC=2N1N=C(C2C(=O)N)CNC